39-myristoleoyloxy-nonatriacontanoic acid C(CCCCCCC\C=C/CCCC)(=O)OCCCCCCCCCCCCCCCCCCCCCCCCCCCCCCCCCCCCCCC(=O)O